(7-chlorobenzo[d]thiazol-2-yl)methyl ((2-(2,6-dioxopiperidin-3-yl)-3-oxoisoindolin-5-yl)methyl)carbamate O=C1NC(CCC1N1CC2=CC=C(C=C2C1=O)CNC(OCC=1SC2=C(N1)C=CC=C2Cl)=O)=O